C(C)(C)(C)OC(=O)N1C2CN(CC1CC2)C=2C1=C(N=C(N2)Cl)C(=C(N=C1)Cl)F tert-butyl-3-(2,7-dichloro-8-fluoro-pyrido[4,3-d]pyrimidin-4-yl)-3,8-diazabicyclo[3.2.1]octane-8-carboxylate